O=C1N(C(C2=CC=CC=C12)=O)CCOCCOC1=C(C=CC(=C1)F)C=1N=NC(=C2C1SC=C2F)C=2C=C1CCN(CC1=CC2)C(=O)OC(C)(C)C tert-butyl 6-[7-[2-[2-[2-(1,3-dioxoisoindolin-2-yl)ethoxy]ethoxy]-4-fluoro-phenyl]-3-fluoro-thieno[2,3-d]pyridazin-4-yl]-3,4-dihydro-1H-isoquinoline-2-carboxylate